n-butyl-4-methoxypyridine C(CCC)C1=NC=CC(=C1)OC